6-[(2S)-2-aminopropyl]-7-methyl-N-[(thiophen-3-yl)methyl]thieno[3,2-c]pyridazin-4-amine N[C@H](CC1=C(C=2N=NC=C(C2S1)NCC1=CSC=C1)C)C